(2S)-pyrrolidine-2-carboxylate N1[C@@H](CCC1)C(=O)[O-]